OCC1=CC=C(C=C1)NC([C@H](CCCNC(=O)N)NC([C@H](C(C)C)NC(OC(C)(C)C)=O)=O)=O tert-butyl ((S)-1-(((S)-1-((4-(hydroxymethyl)phenyl) amino)-1-oxo-5-ureidopentan-2-yl)amino)-3-methyl-1-oxobutan-2-yl)carbamate